3-[8-Amino-6-(3-fluoropyridin-4-yl)imidazo[1,2-a]pyrazin-3-yl]-N-(trans-4-hydroxycyclohexyl)-4-methylbenzenesulfonamide NC=1C=2N(C=C(N1)C1=C(C=NC=C1)F)C(=CN2)C=2C=C(C=CC2C)S(=O)(=O)N[C@@H]2CC[C@H](CC2)O